N-(2-(4-ethylpiperazin-1-yl)-5-(4-(4-((6-(trifluoromethyl)pyridazin-3-yl)oxy)phenyl)-piperidine-1-carbonyl)phenyl)-1-(3-(trifluoromethoxy)phenyl)methanesulfonamide C(C)N1CCN(CC1)C1=C(C=C(C=C1)C(=O)N1CCC(CC1)C1=CC=C(C=C1)OC=1N=NC(=CC1)C(F)(F)F)NS(=O)(=O)CC1=CC(=CC=C1)OC(F)(F)F